ClC1=CC=C(OC2CC(C2)C(=O)NCC2=C(C(=C(C=C2)C(F)(F)F)C=2NC(C=C(N2)C(F)(F)F)=O)F)C=C1 3-(4-chlorophenoxy)-N-{2-fluoro-3-[6-oxo-4-(trifluoromethyl)-1,6-dihydropyrimidin-2-yl]-4-(trifluoromethyl)benzyl}cyclobutane-1-carboxamide